C(C)(=O)O[C@@H]1C=C(C[C@H]([C@@H]1OC(C)=O)OC(C)=O)C(=O)O.C(#N)C1=CC=C(C=C1)C1=CC=CC=C1 4-Cyanobiphenyl (3R,4S,5R)-3,4,5-Tri(acetyloxy)-1-cyclohexenoate